[I-].COCC[N+](C)(C)C methyl-choline iodide